S(CC(=O)OCCS)CC(=O)OCCS bis(2-mercaptoethyl) thiodiacetate